N[C@H]1[C@@H]2N(C[C@H]1CC2)C(=O)C2=CC1=C(N(C(=N1)C1=CC=3C(=NC(=CC3)C=3C(=CC(=C(C3)O)F)F)N1CC1CC1)C)C(=C2)OC 5-(2-{5-[(1R,4R,7R)-7-amino-2-azabicyclo[2.2.1]heptane-2-carbonyl]-7-methoxy-1-methyl-1H-1,3-benzodiazol-2-yl}-1-(cyclopropylmethyl)-1H-pyrrolo[2,3-b]pyridin-6-yl)-2,4-difluorophenol